C1(=CC=CC=C1)S(=O)(=O)ON=C(C#N)C1=CC=C(C=C1)Cl (benzenesulfonyloxyimino)-4-chlorophenylacetonitrile